N-[(2S)-1-({(1S)-1-cyano-2-[(3S)-2-oxopiperidin-3-yl]ethyl}amino)-4-methyl-1-oxopentan-2-yl]-4-methoxy-1H-indole-2-carboxamide C(#N)[C@H](C[C@H]1C(NCCC1)=O)NC([C@H](CC(C)C)NC(=O)C=1NC2=CC=CC(=C2C1)OC)=O